4-[2-cyclopropyl-1-[4-[(1S)-1-[(2,2,2-trifluoroacetyl)amino]ethyl]phenyl]ethyl]piperazine-1-carboxylic acid tert-butyl ester C(C)(C)(C)OC(=O)N1CCN(CC1)C(CC1CC1)C1=CC=C(C=C1)[C@H](C)NC(C(F)(F)F)=O